2-((4-((S)-2-(4-chloro-2-fluorophenyl)-2H-benzo[b][1,4]oxazin-8-yl)piperidin-1-yl)methyl)-1-(((S)-oxabutan-2-yl)methyl)-1H-benzo[d]imidazole-6-carboxylic acid ClC1=CC(=C(C=C1)[C@H]1C=NC2=C(O1)C(=CC=C2)C2CCN(CC2)CC2=NC1=C(N2C[C@@H](O)CC)C=C(C=C1)C(=O)O)F